FC(S(=O)(=O)OC1=C(C(=CC=C1)OC1CCC(CC1)OC[C@H](C)N1CCN(CC1)C=1C=CC=C2C(=NN(C12)C)C=1C(=NC(=CC1)OCC1=CC=CC=C1)OCC1=CC=CC=C1)C)(F)F 3-(((1s,4r)-4-((S)-2-(4-(3-(2,6-bis(benzyloxy)pyridin-3-yl)-1-methyl-1H-indazol-7-yl)piperazin-1-yl)propoxy)cyclohexyl)oxy)-2-methylphenyl trifluoromethanesulfonate